2-(3,8-dimethyl-1,2,3,4,5,6,7,8-octahydroazulen-5-yl)propan-2-yl acetate C(C)(=O)OC(C)(C)C1CC=2C(CCC2C(CC1)C)C